tert-butyl (S)-3-((8-methoxyquinolin-5-yl)amino)pyrrolidine-1-carboxylate COC=1C=CC(=C2C=CC=NC12)N[C@@H]1CN(CC1)C(=O)OC(C)(C)C